[Si].[La].[Fe] Iron-Lanthanum-Silicon